(S)-5,6-dichloro-1'-(1-methyl-1H-pyrazole-4-carbonyl)spiro[indoline-3,3'-pyrrolidin]-2-one ClC=1C=C2C(=CC1Cl)NC([C@]21CN(CC1)C(=O)C=1C=NN(C1)C)=O